NC1CCC(CC1)CC1CCC(CC1)N 4-((4-aminocyclohexyl)methyl)cyclohexylamine